acryloxypropyltris(methoxyethoxy)silane tert-butyl-N-[1-(2,1-benzothiazol-3-yl)-4-piperidyl]-N-methyl-carbamate C(C)(C)(C)OC(N(C)C1CCN(CC1)C=1SN=C2C1C=CC=C2)=O.C(C=C)(=O)OCCC[Si](OCCOC)(OCCOC)OCCOC